(Z)-triethyl-(oct-4-en-4-yl)silane C(C)[Si](\C(\CCC)=C/CCC)(CC)CC